C(=O)(OCC1C2=CC=CC=C2C2=CC=CC=C12)N[C@@H](C(=O)O)CC(C)(C)C N-Fmoc-(R)-2-amino-3-(tert-butyl)propionic acid